[Bi].[Cd].[Ce] Cerium-cadmium-bismuth